ClC1=C(C=NN1)C1=CC=C2C(N(C=NC2=C1)[C@@H](C)C=1C=C(C(=O)NC)C=CC1)=O (S)-3-(1-(7-(5-Chloro-1H-pyrazol-4-yl)-4-oxoquinazolin-3(4H)-yl)ethyl)-N-methylbenzamide